BrC1=NC=NN1CC(C)C 5-bromo-1-isobutyl-1H-1,2,4-triazole